FC1=C(C(=CC=C1)OC)C1=NC=CC2=C1CN(C2=O)C2=NC(=CC=C2)NC2CNCC2 4-(2-fluoro-6-methoxyphenyl)-2-(6-(pyrrolidin-3-ylamino)pyridin-2-yl)-2,3-dihydro-1H-pyrrolo[3,4-c]pyridin-1-one